[Ba].[Zr].[Tm] thulium zirconium barium